C[C@@]12[C@H](CC[C@H]1[C@@H]1CC[C@H]3CC[C@@H](C[C@]3(C)[C@H]1CC2)O)O 5α-androstane-2α,17β-diol